CC(=CCC=1C(=C(C(=O)O)C=CC1)O)C.C(C=C(C)C)OC=1C(C(=O)O)=CC=CC1.FCC1=CC(=NC(=N1)N1C=NC=C1)C(=O)NC1CCC(CC1)OCCOC 6-(fluoromethyl)-2-(1H-imidazol-1-yl)-N-((1r,4r)-4-(2-methoxyethoxy)cyclohexyl)pyrimidine-4-carboxamide Prenyl-salicylate (3-methylbut-2-en-1-yl-2-hydroxybenzoate)